5,5-dimethyl-3-(4-(trimethylsilyl)phenyl)imidazolidine-2,4-dione CC1(C(N(C(N1)=O)C1=CC=C(C=C1)[Si](C)(C)C)=O)C